CC1=C(C=C(C(=C1)OC)CC)O 2-Methyl-5-ethyl-4-methoxy-phenol